(isopropyl-d7)[(methyl-d3)benzofuropyridineyl]pyridine C(C([2H])([2H])[2H])(C([2H])([2H])C=1C(=NC=CC1)C1=NC2=C(C=C1C([2H])([2H])[2H])OC1=C2C=CC=C1)([2H])[2H]